1-(azepan-1-yl)undec-10-en-1-one N1(CCCCCC1)C(CCCCCCCCC=C)=O